FC1=C(C=C(C=C1)F)[C@@H]1N(CCC1)C1=NC=2N(C=C1)N=CC2C(=O)O (R)-5-(2-(2,5-difluorophenyl)pyrrolidin-1-yl)pyrazolo[1,5-a]pyrimidine-3-Carboxylic acid